(R)-2,2-dimethyl-1,3-dioxolan-4-carbaldehyde CC1(OC[C@@H](O1)C=O)C